C(C)(C)(C)C=1C(=CC(=C(C(=O)N2CC3=CC=CC(=C3C2)N(C(C=C)=O)C)C1)O)OC N-(2-(5-(tert-Butyl)-2-hydroxy-4-methoxybenzoyl)isoindolin-4-yl)-N-methylacrylamide